C(C)OC(C(=C)C)=O.C(C(=C)C)(=O)OCCCC butyl methacrylate Ethyl-methacrylate